CCCCCCCCCCCCCCCCC(=O)O 17-heptadecanoic acid